C(=C)OCC(C)C=1OCCN1 2-(1-(vinyloxy)propan-2-yl)-4,5-dihydrooxazole